4-hydroxy-2,3-dimethoxy-5-methyl-6-(3,7,11,15,19,23,27,31,35,39-decamethyltetraconta-2,6,10,14,18,22,26,30,34,38-decaenyl)phenolate OC1=C(C(=C(C(=C1C)CC=C(CCC=C(CCC=C(CCC=C(CCC=C(CCC=C(CCC=C(CCC=C(CCC=C(CCC=C(C)C)C)C)C)C)C)C)C)C)C)[O-])OC)OC